(S)-N-((1R,2S)-1-(8-fluoro-2,3-dihydrobenzo[b][1,4]dioxin-6-yl)-1-hydroxy-3-(pyrrolidin-1-yl)propan-2-yl)-1-(quinolin-2-yl)pyrrolidine-3-carboxamide FC1=CC(=CC2=C1OCCO2)[C@H]([C@H](CN2CCCC2)NC(=O)[C@@H]2CN(CC2)C2=NC1=CC=CC=C1C=C2)O